4-(cyclopropylthio)benzoic acid C1(CC1)SC1=CC=C(C(=O)O)C=C1